ClC1=C(C=CC=C1C=1C=C2C=CNC2=CC1)C1C(NC(CC1)=O)=O 3-(2-chloro-3-(1H-indol-5-yl)phenyl)piperidine-2,6-dione